C(C=C)C1=CC(=C(C=C1)C=1C(=C(C=CC1)P(O)(O)=O)C1=C(C=CC=C1[N+](=O)[O-])C)OC.FC1=CC=C(C=C1)C1=NN2C(CN(CC2)C(C)=O)=C1C1=CC(=NC=C1)CO 1-(2-(4-fluorophenyl)-3-(2-(hydroxymethyl)pyridin-4-yl)-4,5,6,7-tetrahydropyrazolo[1,5-a]pyrazin-5-yl)ethan-1-one 4-allyl-2-methoxyphenyl-(2-methyl-6-nitrophenyl)(R)-phenylphosphonate